NC[C@H](COCC1=CC=CC=C1)O |r| (2RS)-1-amino-3-(benzyloxy)propan-2-ol